N1=CN=C(C2=C1NC=C2)NC=2C=NN(C2)C2(CN(C2)C(C2=CC=CC=C2)=O)CC#N 2-(3-(4-((7H-pyrrolo[2,3-d]pyrimidin-4-yl)amino)-1H-pyrazol-1-yl)-1-benzoyl-azetidin-3-yl)acetonitrile